1-(8-bromopyrido[2,3-e][1,2,4]triazolo[4,3-a]pyrazin-4-yl)-N-methylazetidin-3-amine monosuccinate salt C(CCC(=O)O)(=O)O.BrC1=CC2=C(N=C(C=3N2C=NN3)N3CC(C3)NC)N=C1